tert-Butyl 7-(4-(2-(2-(2-hydroxyethoxy) ethoxy) ethoxy)-1,3-dioxoisoindolin-2-yl)-4,6-dioxo-5-azaspiro[2.5]octane-5-carboxylate OCCOCCOCCOC1=C2C(N(C(C2=CC=C1)=O)C1C(N(C(C2(CC2)C1)=O)C(=O)OC(C)(C)C)=O)=O